CC=1C(=NC=C(C1)C1=NC=2N(CCNC2C=N1)C)C(=O)OC methyl 3-methyl-5-(8-methyl-5,6,7,8-tetrahydropteridin-2-yl)picolinate